[Cl-].O.OC=1C=C2C(=CNC2=CC1)CC[NH3+] 2-(5-hydroxy-1H-indol-3-yl)ethan-1-aminium Hydrate Chloride